The molecule is an N-acyllysophosphatidylethanolamine(1-) in which both the N-acyl and phosphatidyl acyl groups are specified as palmitoyl (hexadecanoyl); major species at pH 7.3. It is a conjugate base of a N,1-dipalmitoyl-sn-glycero-3-phosphoethanolamine. CCCCCCCCCCCCCCCC(=O)NCCOP(=O)([O-])OC[C@@H](COC(=O)CCCCCCCCCCCCCCC)O